2,3-di(furan-2-yl)quinoxaline-6-carboxylic acid O1C(=CC=C1)C1=NC2=CC=C(C=C2N=C1C=1OC=CC1)C(=O)O